2-fluoro-9-chloro-4-methoxy-3-(3-methylpiperazin-1-yl)-5-cyclopropyl-5H-indolo[3,2-c]quinoline FC=1C=C2C=3C(=CN(C2=C(C1N1CC(NCC1)C)OC)C1CC1)C1=CC=C(C=C1N3)Cl